C(C)(C)(C)OC1=CC=C(C=C1)C1CN(C1)C(=O)OC(C)(C)C tert-Butyl 3-(4-(tert-butoxy)phenyl)azetidine-1-carboxylate